ClC1=NC(=C2C(=N1)N(N=C2)[C@H]2[C@@H]([C@@H]([C@H](O2)CO[C@](COCCO)(C)P(O)(O)=O)O)O)NC2CCCC2 ((R)-2-(((2R,3S,4R,5R)-5-(6-chloro-4-(cyclopentylamino)-1H-pyrazolo[3,4-d]pyrimidin-1-yl)-3,4-dihydroxytetrahydrofuran-2-yl)methoxy)-1-(2-hydroxyethoxy)propan-2-yl)phosphonic acid